FC=1C=CC2=C(N(C(=N2)C2=NON=C2C)CC=2N=NC=CC2)C1F 3-(6,7-difluoro-1-(pyridazin-3-ylmethyl)-benzoimidazol-2-yl)-4-methyl-1,2,5-oxadiazole